COC1=CC=C(C=C1)[C@@H](C)NCCN1CCN(CC1)C(=O)OC(C)(C)C tert-Butyl (R)-4-(2-((1-(4-methoxyphenyl)ethyl)amino)ethyl)piperazine-1-carboxylate